O1C(=NC2=C1C=CC=C2)NC=2OC1=C(N2)C=C(C=C1)[C@@H](C(=O)N(C)CCOCCO)C (S)-2-(2-(benzo[d]oxazol-2-ylamino)benzo[d]oxazol-5-yl)-N-(2-(2-hydroxyethoxy)ethyl)-N-methylpropanamide